NC1=NC=2C=CC(=CC2C2=C1COC2)C(=O)N([C@H]2COC1=C2C=CC(=C1)[N+](=O)[O-])C 4-amino-N-methyl-N-((3R)-6-nitro-2,3-dihydro-1-benzofuran-3-yl)-1,3-dihydrofuro[3,4-c]quinoline-8-carboxamide